7-Bromo-2-(1-isopropyl-5-methyl-1H-pyrazol-4-yl)-3H-imidazo[4,5-b]pyridine BrC1=C2C(=NC=C1)NC(=N2)C=2C=NN(C2C)C(C)C